1-benzyl-4-{3,5'-difluoro-2'-methoxy-[2,3'-bipyridin]-5-yl}piperidine-4-carboxylic acid C(C1=CC=CC=C1)N1CCC(CC1)(C(=O)O)C=1C=C(C(=NC1)C=1C(=NC=C(C1)F)OC)F